C1=CC=C2C=CC=C12.[Ge] germanium pentalene